2-[4-[(5-benzyloxy-4-cyclobutylsulfonyl-2-pyridinyl)oxy]-3,5-dichloro-phenyl]-6-(difluoromethyl)-1,2,4-triazine-3,5-dione C(C1=CC=CC=C1)OC=1C(=CC(=NC1)OC1=C(C=C(C=C1Cl)N1N=C(C(NC1=O)=O)C(F)F)Cl)S(=O)(=O)C1CCC1